6-Chloro-1-methyl-1,2-dihydro-3H-benzo[e]indole-3-carboximidamide hydrochloride Cl.ClC1=CC=CC=2C=3C(CN(C3C=CC21)C(N)=N)C